C1(=CC=CC=C1)C=CC=CC=CC1=CC=CC=C1 1,6-diphenyl-1,3,5-hexanetriene